C(C=C)(=O)N1[C@@H](CCCC1)C1=NC(=C2N1C=CN=C2N)C2=CC=C(C(=O)NC1=NC=CC=C1)C=C2 (S)-4-(3-(1-acryloylpiperidin-2-yl)-8-aminoimidazo[1,5-a]pyrazin-1-yl)-N-(pyridin-2-yl)benzamide